1-(trans-4-aminocyclohexyl)-3-ethyl-1-(5-(1-methyl-1H-pyrazol-4-yl)pyrazin-2-yl)urea N[C@@H]1CC[C@H](CC1)N(C(=O)NCC)C1=NC=C(N=C1)C=1C=NN(C1)C